(1R,2R,4R,5R)-4-Hydroxy-2-methoxy-6,8-dioxabicyclo[3.2.1]octane-3-one O[C@H]1C([C@@H]([C@H]2CO[C@@H]1O2)OC)=O